dimethyl-(heptyl)amine CN(CCCCCCC)C